3-((2-((benzyloxy)carbonyl)-1,2,3,4-tetrahydroisoquinolin-6-yl)amino)propanoic acid C(C1=CC=CC=C1)OC(=O)N1CC2=CC=C(C=C2CC1)NCCC(=O)O